COC1=C(C=C2C=CN=C(C2=C1)OC[C@H]1NC(O[C@@H]1C)=O)C(=O)N 7-methoxy-1-{[(4r,5r)-5-methyl-2-oxo-1,3-oxazolidin-4-yl]methoxy}isoquinoline-6-carboxamide